1-(4-cyclobutyl-1-methyl-5-(4-(trifluoromethoxy)phenyl)-1H-pyrazol-3-yl)-3-(3,3-difluorocyclobutyl)urea C1(CCC1)C=1C(=NN(C1C1=CC=C(C=C1)OC(F)(F)F)C)NC(=O)NC1CC(C1)(F)F